ClC1=CC=C(C(=O)N(C)[C@H](CN2CC(C2)F)C(C)C)C=C1 (S)-4-Chloro-N-(1-(3-fluoroazetidin-1-yl)-3-methylbutan-2-yl)-N-methylbenzamide